ClC=1C(=C(NC2=NC=NC3=CC(=C(C=C23)NC(\C=C\CN2CCOCC2)=O)C#C[C@]23CN(C[C@@H]3C2)C)C=CC1)F (E)-N-[4-(3-chloro-2-fluoro-anilino)-7-[2-[(1s,5r)-3-methyl-3-azabicyclo[3.1.0]hexane-1-yl]-ethynyl]quinazolin-6-yl]-4-morpholino-but-2-enamide